C1(=CCCCC1)CCN(S(=O)(=O)C1=CC=C(C=C1)C(F)(F)F)C1=CC=C(C=C1)F N-(2-(cyclohex-1-en-1-yl)ethyl)-N-(4-fluorophenyl)-4-(trifluoromethyl)benzenesulfonamide